C(C(CC(=O)Cl)C(=O)Cl)C(=O)Cl propane-1,2,3-tricarbonyl trichloride